(1-methyl-1H-pyrazol-3-yl)-2-chloro-thiophenol CN1N=C(C=C1)C=1C(=C(C=CC1)S)Cl